COC=1C=C(C=CC1)C1=NN2C(=NC=3C=CC(=CC3C2=N1)C)N[C@@H]1C(NCCC1)=O (3S)-3-{[2-(3-methoxyphenyl)-9-methyl-[1,2,4]triazolo[1,5-c]quinazolin-5-yl]amino}piperidin-2-one